CC1=CC=C(C=C1)S(=O)(=O)N(C=C=C)C1=CC=CC=C1 4-methyl-N-phenyl-N-(prop-1,2-dien-1-yl)benzenesulfonamide